N-methoxy-N-methyl-cyclohexanecarboxamide CON(C(=O)C1CCCCC1)C